Discandium Tritelluride [Te-2].[Te-2].[Te-2].[Sc+3].[Sc+3]